[Pd](Cl)Cl.C(#N)C1=CC=CC=C1.C(#N)C1=CC=CC=C1 bis(cyanobenzene) palladium (II) dichloride